4-(1-METHYLETHYL)benzoic acid-phenylhydrazide C1(=CC=CC=C1)N(N)C(C1=CC=C(C=C1)C(C)C)=O